tert-butyl 2-(3-bromo-2-methoxyphenyl)-7-((tert-butyldimethylsilyl)oxy)-2,6,6-trimethylheptanoate BrC=1C(=C(C=CC1)C(C(=O)OC(C)(C)C)(CCCC(CO[Si](C)(C)C(C)(C)C)(C)C)C)OC